F[P-](F)(F)(F)(F)F.Br[P+](N1CCCC1)(N1CCCC1)N1CCCC1 bromotris-pyrrolidinophosphonium hexafluorophosphate